3-(((1S,2S)-2-(((tert-butyldiphenylsilyl)oxy)methyl)cyclopropyl)methoxy)propan-1-ol [Si](C1=CC=CC=C1)(C1=CC=CC=C1)(C(C)(C)C)OC[C@@H]1[C@H](C1)COCCCO